β-chloro-2,6-dichlorostyrene ClC=CC1=C(C=CC=C1Cl)Cl